5-bromo-6-(((1r,3s,5s)-6,6-difluorobicyclo[3.1.0]hexane-3-yl)amino)-N-(4-methoxybenzyl)-N-methylpyridine-3-sulfonamide BrC=1C=C(C=NC1NC1C[C@H]2C([C@H]2C1)(F)F)S(=O)(=O)N(C)CC1=CC=C(C=C1)OC